ClC1=CC=C(C(=N1)C=1C=NN(C1)C)NC(C)C=1C=2C3=C(N(C(C2C=C(C1)C)=O)C)N(N=C3)C3CN(CCC3)C 9-[1-[[6-chloro-2-(1-methylpyrazol-4-yl)-3-pyridinyl]amino]ethyl]-4,7-dimethyl-3-(1-methyl-3-piperidinyl)pyrazolo[3,4-c]isoquinolin-5-one